4-chloro-N-((2-(6-((cis)-2,6-dimethylmorpholino)pyridin-2-yl)-1,6-naphthyridin-7-yl)methyl)-1-(methylsulfonyl)indoline-6-carboxamide ClC1=C2CCN(C2=CC(=C1)C(=O)NCC1=NC=C2C=CC(=NC2=C1)C1=NC(=CC=C1)N1C[C@@H](O[C@@H](C1)C)C)S(=O)(=O)C